3-(5-(3,5-Difluorophenyl)-4,5-dihydro-1H-pyrazole-1-carbonyl)-bicyclo[1.1.1]pentane-1-carboxylic acid FC=1C=C(C=C(C1)F)C1CC=NN1C(=O)C12CC(C1)(C2)C(=O)O